N-linoleoyl-ethanolamine C(CCCCCCC\C=C/C\C=C/CCCCC)(=O)NCCO